N-[[6-(4-Pyrazin-2-ylpiperazin-1-yl)-2-pyridyl]sulfonyl]-2-(2,2,4-trimethylpyrrolidin-1-yl)pyridin-3-carboxamid N1=C(C=NC=C1)N1CCN(CC1)C1=CC=CC(=N1)S(=O)(=O)NC(=O)C=1C(=NC=CC1)N1C(CC(C1)C)(C)C